tert-butyl (2S)-2-[({4-[({5-[(3-chloro-5-fluoro-2-methoxyphenyl)carbamothioyl]-6-oxo-1,2,3,6-tetrahydropyridin-4-yl}amino)methyl]pyridin-3-yl}oxy)methyl]morpholine-4-carboxylate ClC=1C(=C(C=C(C1)F)NC(=S)C1=C(CCNC1=O)NCC1=C(C=NC=C1)OC[C@@H]1CN(CCO1)C(=O)OC(C)(C)C)OC